C(C)(=O)C(CCC[C@H](N)C(=O)O)N ε-Acetyl-Lysine